(S)-5-(4-cyanophenyl)-N-(1-methylpiperidin-3-yl)-1-(p-tolyl)-1H-pyrazole-3-carboxamide C(#N)C1=CC=C(C=C1)C1=CC(=NN1C1=CC=C(C=C1)C)C(=O)N[C@@H]1CN(CCC1)C